PCP bis(phosphino)methane